trans-N-(pyridin-2-yl)cyclobutane-1,3-diamine hydrochloride Cl.N1=C(C=CC=C1)N[C@@H]1C[C@H](C1)N